1-[2-(3-benzylureido)thiazolo[4,5-b]pyridin-6-yl]-1-[2-(4-morpholinyl)ethyl]-3-(4-bromo-3-fluorophenyl)urea C(C1=CC=CC=C1)NC(NC=1SC=2C(=NC=C(C2)N(C(=O)NC2=CC(=C(C=C2)Br)F)CCN2CCOCC2)N1)=O